C(CCCCCCCCCCCCCCCCCCCCCCCCC)(=O)O.[Al] aluminum cerotic acid